C(C)(=O)OC[C@H]1O[C@H](C[C@@H]1OC(C)=O)N1C(NC(C=C1)=O)=O ((2R,3S,5R)-3-acetoxy-5-(2,4-dioxo-3,4-dihydropyrimidin-1(2H)-yl)tetrahydrofuran-2-yl)methyl acetate